(s)-2-((1-(4,4-dimethyl-2,6-dioxocyclohexylidene)ethyl)amino)-3-(4-(piperazin-1-yl)phenyl)propanoic acid CC1(CC(C(C(C1)=O)=C(C)N[C@H](C(=O)O)CC1=CC=C(C=C1)N1CCNCC1)=O)C